(S)-9-benzyl-8-(2-chloro-4-(2-(2-methylpiperazin-1-yl)ethoxy)phenyl)-6-(1-methyl-cyclopropoxy)-9H-purine C(C1=CC=CC=C1)N1C2=NC=NC(=C2N=C1C1=C(C=C(C=C1)OCCN1[C@H](CNCC1)C)Cl)OC1(CC1)C